CC(C)[C@@H]1CC=C2[C@]1(CC[C@@]3([C@@]2(CC=C4[C@H]3[C@H](C[C@@H]5[C@@]4(CC[C@@H](C5(C)C)O)C)O)C)C)C The molecule is a pentacyclic triterpenoid of the class of arborinane-type terpenoids isolated from the roots of Rubia yunnanensis. It has a role as a metabolite, an antineoplastic agent and a plant metabolite. It is a diol and a pentacyclic triterpenoid.